N-(2-((1r,3r,5r,7r)-adamantan-2-ylamino)ethyl)-1-(2,4-dichlorophenyl)-4-methyl-5-(4-methylpiperazin-1-yl)-1H-pyrazole-3-carboxamide C12C(C3CC(CC(C1)C3)C2)NCCNC(=O)C2=NN(C(=C2C)N2CCN(CC2)C)C2=C(C=C(C=C2)Cl)Cl